COC=1C=C(C=CC1NC1=NC=NC(=C1)N1OCC[C@@H]1C1=CC=CC=C1)N1CCC(CC1)N1CCN(CC1)C(C)=O (R)-1-(4-(1-(3-methoxy-4-((6-(3-phenylisoxazolidin-2-yl)pyrimidin-4-yl)amino)phenyl)piperidin-4-yl)piperazin-1-yl)ethan-1-one